BrC1=CC=C2C=CNC2=C1 6-Bromo-1H-indole